C(CCCC\C=C/C\C=C/C\C=C/C\C=C/CC)=O stearidonaldehyde